8-(4-Cyclopropanecarbonyl-piperazin-1-yl)-9-ethyl-6,6-dimethyl-11-oxo-6,11-dihydro-5H-benzo[b]carbazole-3-carbonitrile C1(CC1)C(=O)N1CCN(CC1)C=1C(=CC2=C(C(C=3NC4=CC(=CC=C4C3C2=O)C#N)(C)C)C1)CC